N1C=CC2=C1N=CC=C2O 1H-pyrrolo[2,3-b]pyridin-4-ol